(1-cyclohexenyl)-alanine C1(=CCCCC1)N[C@@H](C)C(=O)O